4-(6-chloro-7-(8-ethyl-7-fluoro-3-(methoxymethoxy)naphthalen-yl)-8-fluoro-2-(((2R,7aS)-2-fluorotetrahydro-1H-pyrrolizin-7a(5H)-yl)methoxy)quinazolin-4-yl)-1,4-oxazepane ClC=1C=C2C(=NC(=NC2=C(C1C1=CC(=CC2=CC=C(C(=C12)CC)F)OCOC)F)OC[C@]12CCCN2C[C@@H](C1)F)N1CCOCCC1